C(C)(C)(C)C=1C=C(C=C(C1O)C(C)(C)C)C=CC(=O)OCC(COC(C=CC1=CC(=C(C(=C1)C(C)(C)C)O)C(C)(C)C)=O)(COC(C=CC1=CC(=C(C(=C1)C(C)(C)C)O)C(C)(C)C)=O)COC(C=CC1=CC(=C(C(=C1)C(C)(C)C)O)C(C)(C)C)=O pentaerythritol tetrakis(3-(3,5-di-tert-butyl-4-hydroxyphenyl) acrylate)